3-{4-[(2R)-1-{[(R)-phenyl((3R)-1H,2H,3H,4H-pyrido[2,3-b]pyrazin-3-yl)methyl]amino}propan-2-yl]phenyl}propanoic acid C1(=CC=CC=C1)[C@H]([C@H]1CNC2=C(N1)N=CC=C2)NC[C@H](C)C2=CC=C(C=C2)CCC(=O)O